ClC=1C(NC(NN1)=O)=O 6-chloro-1,2,4-triazine-3,5-dione